C(=O)(O)C=CC=CC1=CC=CC=C1 1-carboxyl-4-phenyl-1,3-butadiene